C(C1=CC=CC=C1)OC1=CC=C2C=CCN(C2=C1)C 7-(benzyloxy)-N-methylquinoline